benzyl (7-amino-5-((2S,4S)-1-((R)-3-cyclohexyl-2-(3-methoxybenzamido)propanoyl)-4-(5-(2-hydroxypropan-2-yl)-1H-1,2,3-triazol-1-yl)pyrrolidine-2-carboxamido)-6,7-dioxoheptyl)carbamate NC(C(C(CCCCNC(OCC1=CC=CC=C1)=O)NC(=O)[C@H]1N(C[C@H](C1)N1N=NC=C1C(C)(C)O)C([C@@H](CC1CCCCC1)NC(C1=CC(=CC=C1)OC)=O)=O)=O)=O